(3,4-dinitrophenyl)[4-(methylamino)phenyl]methanol [N+](=O)([O-])C=1C=C(C=CC1[N+](=O)[O-])C(O)C1=CC=C(C=C1)NC